COC1=CC=2C3=C(C(=NC2C=C1OCCCN1CCCC1)NCC(C)(O)C)CCC3 1-((8-methoxy-7-(3-(pyrrolidin-1-yl)propoxy)-2,3-dihydro-1H-cyclopenta[c]quinolin-4-yl)amino)-2-methylpropan-2-ol